4-amino-5-(3-hydroxy-2,6-dimethylphenyl)-6-phenoxynicotinamide NC1=C(C(=NC=C1C(=O)N)OC1=CC=CC=C1)C1=C(C(=CC=C1C)O)C